[Li+].[S-]C#N.[Li+].[S-]C#N lithium thiocyanate lithium